1-(2-(((6-(4-(4-(trifluoromethyl)phenoxy)phenyl)pyridin-2-yl)methyl)amino)ethyl)imidazolidin-2-one FC(C1=CC=C(OC2=CC=C(C=C2)C2=CC=CC(=N2)CNCCN2C(NCC2)=O)C=C1)(F)F